6-fluoro-1-(1H-pyrrol-2-yl)-2,3,4,9-tetrahydro-1H-pyrido[3,4-b]indole FC=1C=C2C3=C(NC2=CC1)C(NCC3)C=3NC=CC3